N-phenyl-3-aminopropyl-γ-aminopropyltrimethoxysilane C1(=CC=CC=C1)NCCC[Si](OCCCCN)(OC)OC